NC=1C2=C(N=CN1)N(C=C2)[C@H]2[C@@H]([C@@]([C@H](O2)COC2=CC=C1C=CC=NC1=C2)(O)C)O (2R,3S,4R,5R)-5-(4-aminopyrrolo[2,3-d]pyrimidin-7-yl)-3-methyl-2-(7-quinolinyloxymethyl)tetrahydrofuran-3,4-diol